C1(CC1)C1=C(C=C(C=C1)C1CC(C1)NC)C 3-(4-cyclopropyl-3-methylphenyl)-N-methylcyclobutan-1-amine